(R)-3,6-dimethyl-8-(1-((4-(methylsulfonyl)-pyridin-3-yl)amino)ethyl)-2-morpholinoquinazolin-4(3H)-one CN1C(=NC2=C(C=C(C=C2C1=O)C)[C@@H](C)NC=1C=NC=CC1S(=O)(=O)C)N1CCOCC1